N-([1,1'-Biphenyl]-4-ylmethyl)-1-(4-methoxypyridin-2-yl)-1H-pyrazole-4-carboxamide C1(=CC=C(C=C1)CNC(=O)C=1C=NN(C1)C1=NC=CC(=C1)OC)C1=CC=CC=C1